C1(CC1)C=1C=CC=2N(C1)C=C(N2)[C@@H]2N(C[C@@H](C2)OS(=O)(=O)C2=CC=C(C)C=C2)C(=O)OCC2=CC=CC=C2 benzyl (2R,4R)-2-(6-cyclopropylimidazo[1,2-a]pyridin-2-yl)-4-(tosyloxy)pyrrolidine-1-carboxylate